[Mn](=O)(=O)([O-])[O-].[Na+].[Fe+2].[Cu+2] copper-iron sodium manganate